pivalic acid glycidylester C(C1CO1)OC(C(C)(C)C)=O